FC(COC1=C(C=CC(=C1)F)C1=NC=CC2=C1CN(C2=O)C2=CC=C(C=C2)C(C)(C)O)F 4-[2-(2,2-difluoroethoxy)-4-fluorophenyl]-2-[4-(2-hydroxypropan-2-yl)phenyl]-2,3-dihydro-1H-pyrrolo[3,4-c]pyridin-1-one